ClC=1SC(=CN1)CN1C=CC=C2C1=NC(N(C2=O)C2=CC(=CC=C2)OC(F)(F)F)=O 8-((2-chlorothiazol-5-yl)methyl)-3-(3-(trifluoromethoxy)phenyl)pyrido[2,3-d]pyrimidine-2,4(3H,8H)-dione